(3-(3-((S)-1-(benzyloxy)ethyl)-1,2,4-thiadiazole-5-yl)-8-methyl-5,6-dihydroimidazo[1,5-a]pyrazin-7(8H)-yl)(4-fluorophenyl)methanone C(C1=CC=CC=C1)O[C@@H](C)C1=NSC(=N1)C1=NC=C2N1CCN(C2C)C(=O)C2=CC=C(C=C2)F